(2R,4S)-1-(tert-Butoxycarbonyl)-4-(2-(5-chlorothiophen-2-yl)benzyl)pyrrolidine C(C)(C)(C)OC(=O)N1CC[C@@H](C1)CC1=C(C=CC=C1)C=1SC(=CC1)Cl